C(CCCCCCCCCCC)C=1C(=C(SC1)C=1SC=CC1C=1SC=CC1C=1SC=CC1)CCCCCCCCCCCC bisdodecylquaterthiophene